N-((1-(3-bromo-5-chloropyridin-2-yl)azetidin-3-yl)methyl)thiophene-2-carboxamide BrC=1C(=NC=C(C1)Cl)N1CC(C1)CNC(=O)C=1SC=CC1